CC=1C=CC2=C(NN(O2)C2=CC=C(C=C2)C=CC2=CC=C(C=C2)N2OC3=C(N2)C=C(C=C3)C)C1 4,4'-bis(5-methylbenzoxadiazole-2-yl)stilben